C1(CC1)C(=O)N1CCCCC1 cyclopropanecarbonylpiperidin